C(C1=CC=CC=C1)O[C@@H]1C[C@]2(N(C=3C(=NN=C(C3)Cl)NC2=O)C1)C(F)F (6aR,8R)-8-(benzyloxy)-2-chloro-6a-(difluoromethyl)-6a,7,8,9-tetrahydropyrrolo[1',2':4,5]pyrazino[2,3-c]pyridazin-6(5H)-one